N-((7-(5-amino-4-cyano-1-(1,1,1-trifluoropropan-2-yl)-1H-pyrazol-3-yl)-1H-indazol-4-yl)methyl)-5-fluoro-2-methoxybenzamide NC1=C(C(=NN1C(C(F)(F)F)C)C=1C=CC(=C2C=NNC12)CNC(C1=C(C=CC(=C1)F)OC)=O)C#N